S-Methylmethionine C[S+](C)CC[C@@H](C(=O)O)N